OC12OC3=C(C1(C(C1=CC=CC=C12)=O)NS(=O)(=O)C=1SC=CC1)C=CC(=C3)C(C)C N-(4b-hydroxy-7-isopropyl-10-oxo-4b,10-dihydro-9bH-indeno[1,2-b]benzofuran-9b-yl)thiophene-2-sulfonamide